(Z)-Methyl 2-(3-Oxo-2-(Pent-2-en-1-yl)cyclopentyl)acetate O=C1C(C(CC1)CC(=O)OC)C\C=C/CC